C(C)OC(=O)C=1C(=NN2C1N=CC=C2)N(C)C (dimethylamino)pyrazolo[1,5-a]pyrimidine-3-carboxylic acid ethyl ester